C(C1CO1)[C@@]([C@H]([C@@H](C(CO)=O)O)O)(O)CO 5-glycidyl-D-fructose